non-3-en-2,9-dione CC(C=CCCCCC=O)=O